hafnium dichloro(cyclopentadienyl)hafnium (IV) Cl[Hf+](C1C=CC=C1)Cl.[Hf+4]